tert-butyl methyl((1-(methylsulfonyl)piperidin-3-yl)methyl)carbamate CN(C(OC(C)(C)C)=O)CC1CN(CCC1)S(=O)(=O)C